C(C)C1=C(N=C2N1C=C(C(=C2)OC)C#N)C(C2=CC=CC=C2)(C2=NN(C=C2)C)O 3-ethyl-2-[hydroxy(1-methyl-1H-pyrazol-3-yl)phenylmethyl]-7-methoxyimidazo[1,2-a]pyridine-6-carbonitrile